N-(2-fluoro-2-methylpropyl)-2-(1-hydroxycyclohexyl)-N-methylacetamide FC(CN(C(CC1(CCCCC1)O)=O)C)(C)C